OCCOC1=CC=C(C=C1)C1(C2=CC(=CC=C2C=2C=CC=C(C12)OCCO)O)C1=CC=C(C=C1)OCCO 9,9-bis[4-(2-hydroxyethoxy)phenyl]-2,7-dihydroxyethoxyfluorene